4-(furo[3,2-c]pyridin-4-yl)-N-[cis-4-(2-hydroxy-2-methylpropoxy)cyclohexyl]benzamide methyl-2-acrylamido-6-(2-((4-(4-methylpiperazin-1-yl)phenyl)amino)quinazolin-8-yl)-benzoate COC(C1=C(C=CC=C1C=1C=CC=C2C=NC(=NC12)NC1=CC=C(C=C1)N1CCN(CC1)C)NC(C=C)=O)=O.O1C=CC=2C(=NC=CC21)C2=CC=C(C(=O)N[C@@H]1CC[C@@H](CC1)OCC(C)(C)O)C=C2